FC1=CC=C2C(=C(N(C2=C1)C(=O)OC(C)(C)C)C(=O)OC)B1OC(C(O1)(C)C)(C)C 1-tert-butyl 2-methyl 6-fluoro-3-(4,4,5,5-tetramethyl-1,3,2-dioxaborolan-2-yl)indole-1,2-dicarboxylate